5-(4-pyridyl)methylene-2-hydroxy-phenyl-ethylketone N1=CC=C(C=C1)C=C1CC=C(C(=C1)CCC(=O)CCC=1C(=CCC(C1)=CC1=CC=NC=C1)O)O